4-methoxy-7-(1H-pyrazol-1-yl)-6,7-dihydro-5H-indeno[5,6-d]isoxazole COC1=C2CCC(C2=CC2=C1C=NO2)N2N=CC=C2